triethylammonium [(2S,6R)-6-(4-benzamido-2-oxopyrimidin-1-yl)-4-tritylmorpholin-2-yl]methylphosphonate C(C1=CC=CC=C1)(=O)NC1=NC(N(C=C1)[C@@H]1O[C@@H](CN(C1)C(C1=CC=CC=C1)(C1=CC=CC=C1)C1=CC=CC=C1)CP([O-])([O-])=O)=O.C(C)[NH+](CC)CC.C(C)[NH+](CC)CC